2-(3,5-dichloro-4-(4-hydroxy-3-isopropylbenzyl)phenoxy)-2,2-difluoroacetic acid ClC=1C=C(OC(C(=O)O)(F)F)C=C(C1CC1=CC(=C(C=C1)O)C(C)C)Cl